OCC(CO)(C)NCCN1C=CC2=CC=C(C=C12)N(C(OC(C)(C)C)=O)CCC1=CC=C(C=C1)F tert-butyl (1-(2-((1,3-dihydroxy-2-methylpropan-2-yl)amino)ethyl)-1H-indol-6-yl)(4-fluorophenethyl)carbamate